CN1C(C2(C3=C1C=NC=1C=CC(=CC31)C3=CC1C=CC(NC1C=C3)=O)CC2)=O 3'-Methyl-8'-(2-oxo-1,2,4a,8a-tetrahydroquinolin-6-yl)spiro[cyclopropane-1,1'-pyrrolo[2,3-c]quinolin]-2'(3'H)-one